Methyl (6-hydroxyquinoline-4-carbonyl)glycinate OC=1C=C2C(=CC=NC2=CC1)C(=O)NCC(=O)OC